2,2'-{[(4-methyl-1H-benzotriazole-1-yl)methyl]imino}bisethane CC1=CC=CC=2N(N=NC21)CN(CC)CC